CC(C(C)N1C(C2=C(CCC1)C(=CN2)C2=NC(=NC=C2C(F)(F)F)N[C@@H]2CNC(CC2)(C)C)=O)(C)C 7-(3,3-dimethylbutan-2-yl)-3-(2-{[(3S)-6,6-dimethylpiperidin-3-yl]amino}-5-(trifluoromethyl)pyrimidin-4-yl)-1H,4H,5H,6H,7H,8H-pyrrolo[2,3-c]azepin-8-one